N1-(6-(2,6-dichloro-3,5-dimethoxyphenyl)-2-(methylthio)pyrido[3,4-d]pyrimidin-8-yl)-N2,N2-dimethylethane-1,2-diamine ClC1=C(C(=C(C=C1OC)OC)Cl)C1=CC2=C(N=C(N=C2)SC)C(=N1)NCCN(C)C